C(C)OC(=O)C=1C=NC2=CC(=C(C=C2C1NC(C)C)Br)F 6-bromo-7-fluoro-4-(isopropylamino)quinoline-3-carboxylic acid ethyl ester